C(CCCCC)(=O)O.N1=C(C=CC=C1)SSCCC(=O)O.ClC=1N=NC(=CC1)OCC1=C(N=NN1C1=CC=C(C=C1)C(F)F)[Si](C)(C)C 3-chloro-6-((1-(4-(difluoromethyl)phenyl)-4-(trimethylsilyl)-1H-1,2,3-triazol-5-yl)methoxy)pyridazine [3-(2-pyridyldithio) propionate] hexanoate